(2R,4R)-1-(2,6-dichloro-benzyl)-4-((3-fluoro-6-((5-methyl-1H-pyrazol-3-yl)amino)pyridin-2-yl)-methyl)-2-methylpiperidine-4-carboxylic acid ClC1=C(CN2[C@@H](C[C@@](CC2)(C(=O)O)CC2=NC(=CC=C2F)NC2=NNC(=C2)C)C)C(=CC=C1)Cl